2-((6-((2-(3-(1-amino-2-methylpropan-2-yl)-4,4-difluoro-5-methyl-piperidin-1-yl)-5-chloropyrimidin-4-yl)amino)-1-methyl-2-oxo-1,2-dihydroquinolin-3-yl)oxy)-N-methylacetamide NCC(C)(C)C1CN(CC(C1(F)F)C)C1=NC=C(C(=N1)NC=1C=C2C=C(C(N(C2=CC1)C)=O)OCC(=O)NC)Cl